[5-(5,5-difluoro-2,7-diazaspiro[3.5]nonan-2-yl)-4-fluoro-3-methyl-2-oxo-benzoimidazol-1-yl]piperidine-2,6-dione FC1(C2(CN(C2)C2=C(C3=C(N(C(N3C)=O)N3C(CCCC3=O)=O)C=C2)F)CCNC1)F